6-(4-fluoro-3-isopropyl-5-(4-neopentylpiperazin-1-yl)-1H-pyrrolo[2,3-c]pyridin-2-yl)-7,8-dimethyl-[1,2,4]triazolo[1,5-a]pyridine FC1=C2C(=CN=C1N1CCN(CC1)CC(C)(C)C)NC(=C2C(C)C)C=2C(=C(C=1N(C2)N=CN1)C)C